N1(N(CCC1)C(=O)[O-])C(=O)OCC1=CC=CC=C1 Benzyl pyrazolidine-1,2-dioate